C(C)(C)(C)OC(N[C@@H]1CC[C@H](CC1)NC1=CC=C(C=C1)C=1C=NN(C1)C)=O (trans-4-((4-(1-methyl-1H-pyrazol-4-yl)phenyl)amino)cyclohexyl)carbamic acid tert-butyl ester